N1CCC(CC1)C=1C=C(CNC(OC(C)(C)C)=O)C=CC1 tert-Butyl 3-(piperidin-4-yl)benzylcarbamate